FC1=C(C(=CC=C1\C=C\1/CNC[C@H]1CO)O)N1CC(NS1(=O)=O)=O (S,Z)-5-(2-fluoro-6-hydroxy-3-((4-(hydroxymethyl)pyrrolidin-3-ylidene)methyl)phenyl)-1,2,5-thiadiazolidin-3-one 1,1-dioxide